tetracesium diphosphate [O-]P([O-])(=O)OP(=O)([O-])[O-].[Cs+].[Cs+].[Cs+].[Cs+]